COC(C1=C(C(=CC=C1)Br)C(Br)Br)=O bromo-2-(dibromomethyl)benzoic acid methyl ester